C(N)(=O)C=1C(=NC(=C(N1)CC)NC1CCOCC1)NC=1C=C(CCNC(CCNC(OC(C)(C)C)=O)=O)C=C(C1)OC tert-Butyl (3-((3-((3-carbamoyl-5-ethyl-6-((tetrahydro-2H-pyran-4-yl)amino)pyrazin-2-yl)amino)-5-methoxyphenethyl)amino)-3-oxopropyl)carbamate